(R)-6-fluoro-7-(2-(((3-methylpyridin-2-yl)oxy)methyl)pyrrolidin-1-yl)-4-oxo-1-(2-oxo-2,3-dihydro-1H-benzo[d]imidazol-5-yl)-1,4-dihydroquinoline-3-carboxylic acid FC=1C=C2C(C(=CN(C2=CC1N1[C@H](CCC1)COC1=NC=CC=C1C)C1=CC2=C(NC(N2)=O)C=C1)C(=O)O)=O